ClC1=CC=C(C=C1)C=1N=CN(C1C1=C2C(=NC=C1)NC=C2)CC(=O)N2CCNCC2 2-[4-(4-chlorophenyl)-5-{1H-pyrrolo[2,3-b]pyridin-4-yl}-1H-imidazol-1-yl]-1-(piperazin-1-yl)ethan-1-one